pyridinium p-toluenesulfonic acid salt CC1=CC=C(C=C1)S(=O)(=O)[O-].[NH+]1=CC=CC=C1